C(C)(=O)N[C@@](C(O)(C(C)=O)C(C)=O)([C@H](O)[C@H](O)CCCCCCCCCCCCCC)C(C)=O TETRAACETYL-PHYTOSPHINGOSINE